ClC=1C(=C(C(=NC1)OC)C1=CN(C2=NC(=CC=C21)Cl)COCC[Si](C)(C)C)OC 5-chloro-3-(6-chloro-1-{[2-(trimethylsilyl)ethoxy]methyl}pyrrolo[2,3-b]pyridin-3-yl)-2,4-dimethoxypyridine